(3-amino-6-(cyclopropyl-sulfonyl)-4,5,6,7-tetrahydro-pyrazolo[3,4-c]pyridin-1-yl)(6-fluoro-1,2,3,4-tetrahydro-quinolin-4-yl)methanone NC1=NN(C=2CN(CCC21)S(=O)(=O)C2CC2)C(=O)C2CCNC1=CC=C(C=C21)F